C(C)OC1=CC(=NC=C1C#N)[C@H](C)N1C(C2=CC(=CC(=C2CC1)C=1C(=NC(=CC1)F)C)CCN1[C@@H](C[C@@H](C1)O)C)=O 4-ethoxy-6-((S)-1-(5-(6-fluoro-2-methylpyridin-3-yl)-7-(2-((2R,4S)-4-hydroxy-2-methylpyrrolidin-1-yl)ethyl)-1-oxo-3,4-dihydroisoquinolin-2(1H)-yl)ethyl)nicotinonitrile